4-((1-phenylethyl)amino)-6-(1H-pyrazolo[4,3-c]pyridin-3-yl)quinoline-3-carbonitrile C1(=CC=CC=C1)C(C)NC1=C(C=NC2=CC=C(C=C12)C1=NNC2=C1C=NC=C2)C#N